1H-indazol-6-amine N1N=CC2=CC=C(C=C12)N